chloro-1-phenyl-1H,2H,3H-pyrazolo[4,3-c]pyridin-3-one ClN1N(C2=C(C=NC=C2)C1=O)C1=CC=CC=C1